FC=1C=C(C=NC1C)NC(=N)C1(CCNCC1)C N-(5-fluoro-6-methylpyridin-3-yl)-4-methylpiperidine-4-carboxamidine